4-[[(7S)-1-[2-[(1S)-1-(2,2-difluoro-1,3-benzodioxol-5-yl)ethoxy]-4-pyridyl]-3-(trifluoromethyl)-4,5,6,7-tetrahydroindazol-7-yl]sulfanyl]benzoic acid FC1(OC2=C(O1)C=CC(=C2)[C@H](C)OC2=NC=CC(=C2)N2N=C(C=1CCC[C@@H](C21)SC2=CC=C(C(=O)O)C=C2)C(F)(F)F)F